4-[2-(2-cyano-1,1-dimethyl-ethyl)-5-fluoro-1-(4-fluoro-3-methyl-phenyl)-4-hydroxy-indol-3-yl]Benzoic acid C(#N)CC(C)(C)C=1N(C2=CC=C(C(=C2C1C1=CC=C(C(=O)O)C=C1)O)F)C1=CC(=C(C=C1)F)C